4-[5-(4-bromophenyl)-1-[2-(trifluoromethyl)phenyl]pyrrol-2-yl]-N-[2-(dimethylamino)ethyl]-3-methoxy-benzamide hydrochloride Cl.BrC1=CC=C(C=C1)C1=CC=C(N1C1=C(C=CC=C1)C(F)(F)F)C1=C(C=C(C(=O)NCCN(C)C)C=C1)OC